8-bromo-N-[1-(3-pyrimidin-2-ylpyrazin-2-yl)ethyl]-6-(trifluoromethyl)quinazolin-4-amine BrC=1C=C(C=C2C(=NC=NC12)NC(C)C1=NC=CN=C1C1=NC=CC=N1)C(F)(F)F